(5-(1-Cyanocyclopropyl)pyridin-3-yl)boronic acid C(#N)C1(CC1)C=1C=C(C=NC1)B(O)O